1-(5-tert-butylisoxazol-3-yl)-4-chloro-2-hydroxy-3-methyl-2H-pyrrol-5-one C(C)(C)(C)C1=CC(=NO1)N1C(C(=C(C1=O)Cl)C)O